N[C@H](C(=O)N)CC=1C(NC2=CC=NC=C2C1)=O (S)-2-Amino-3-(2-oxo-1,2-dihydro-1,6-naphthyridin-3-yl)propanamide